(S)-dimethylpyrrolidine C[C@@H]1N(CCC1)C